2-(4-(trifluoromethoxy)phenoxy)thiazole-4-carbaldehyde FC(OC1=CC=C(OC=2SC=C(N2)C=O)C=C1)(F)F